5-bromo-1H-benzo[cd]indol-2-one BrC=1C=CC=2C(NC3=CC=CC1C23)=O